magnesium hydroxide aluminum nitrate [N+](=O)([O-])[O-].[Al+3].[OH-].[Mg+2]